5-benzyloxy-1-(4-fluoro-3-methyl-phenyl)-2-isopropyl-indole-3-carbaldehyde C(C1=CC=CC=C1)OC=1C=C2C(=C(N(C2=CC1)C1=CC(=C(C=C1)F)C)C(C)C)C=O